3-glycidoxypropyl-methyl-(ethyl)dimethyl-(ethyl)oxysilane C(C1CO1)OCCCC([Si](OCC)(C)CC)C